C(CCC)C1=NC2(C(N1CC1=C3COCC3=C(C=C1)B1OC(C(O1)(C)C)(C)C)=O)CCCC2 2-Butyl-3-((7-(4,4,5,5-tetramethyl-1,3,2-dioxaborolan-2-yl)-1,3-dihydroisobenzofuran-4-yl)methyl)-1,3-diazaspiro[4.4]nona-1-en-4-one